4-bromo-1-[[2-(trimethylsilyl)ethoxy]methyl]-1,3-benzodiazole BrC1=CC=CC=2N(C=NC21)COCC[Si](C)(C)C